2,6-dichloro-3-bromoaniline ClC1=C(N)C(=CC=C1Br)Cl